3-(4-chloroquinazolin-6-yl)-5-methyl-1,2,4-oxadiazole ClC1=NC=NC2=CC=C(C=C12)C1=NOC(=N1)C